(4-(3-((6-aminopyridin-3-yl)ethynyl)imidazo[1,2-b]pyridazin-6-yl)phenyl)(morpholino)methanone NC1=CC=C(C=N1)C#CC1=CN=C2N1N=C(C=C2)C2=CC=C(C=C2)C(=O)N2CCOCC2